C(C)OCCN(CCC(C(=O)O)NC(=O)C1=C(C=NC=C1)C(F)(F)F)CCCCC1=NC=2NCCCC2C=C1 4-[2-ethoxyethyl-[4-(5,6,7,8-tetrahydro-1,8-naphthyridin-2-yl)butyl]amino]-2-[[3-(trifluoromethyl)pyridine-4-carbonyl]amino]butanoic acid